2-(4-bromo-2-nitrophenyl)-N-(3-hydroxypropyl)acetamide BrC1=CC(=C(C=C1)CC(=O)NCCCO)[N+](=O)[O-]